(S)-6-fluoro-7-((4-((2-hydroxy-1-phenylethyl)amino)-5-(1,3,4-oxadiazol-2-yl)pyrimidin-2-yl)amino)-1,2-dihydro-10H-[1,2,4]triazino[1,2-a]indazole-3,10(4H)-dione FC1=C(C=CC=2C(N3N(C12)CC(NC3)=O)=O)NC3=NC=C(C(=N3)N[C@H](CO)C3=CC=CC=C3)C=3OC=NN3